2,6-dichloro-N-methoxy-N-methyl-isonicotinamide ClC=1C=C(C(=O)N(C)OC)C=C(N1)Cl